ClC=1N=CC=C2C1SC=C2C 7-chloro-3-methyl-thieno[2,3-c]pyridine